N1=CC=C2N1C=C(C=N2)N2CCC(CC2)NC(OC(C)(C)C)=O tert-butyl [1-(pyrazolo[1,5-a]pyrimidin-6-yl)piperidin-4-yl]carbamate